[F-].[F-].[F-].[F-].[Na+].[Dy+3] dysprosium sodium tetrafluoride